BrC1=NC(=CC2=C1N=C(N(C2=O)C)C(F)(F)F)Cl 8-bromo-6-chloro-3-methyl-2-(trifluoromethyl)pyrido[3,4-d]pyrimidin-4-one